P(=O)(F)(F)OC(COCC=C)COCC=C 1,3-bis(allyloxy)-2-propanol difluorophosphate